6,7-dichloro-5-(2,6-difluorophenyl)-1,3-dihydro-1,4-benzodiazepin-2-one ClC1=C(C=CC2=C1C(=NCC(N2)=O)C2=C(C=CC=C2F)F)Cl